BrC1=CC2=C(OCCN2C(=O)OC(C)(C)C)N=C1 tert-butyl 7-bromo-1H,2H,3H-pyrido[2,3-b][1,4]oxazine-1-carboxylate